3-(Tetrahydropyran-2-yloxy)-1-propene O1C(CCCC1)OCC=C